ClC=1C(=CC=C2N=CC(=NC12)C=1C=NN(C1)C1OCCCC1)OC1=CC2=C(N=C(N2)C)C=C1 8-chloro-7-[(2-methyl-3H-benzimidazol-5-yl)oxy]-2-(1-tetrahydropyran-2-ylpyrazol-4-yl)quinoxaline